COC=1C=C(C2=CC=CC=C2C1)C=1C2=C(N=C(N1)OC(=O)N1CC3(C1)CNCC3)C=C(C=N2)C 4-(3-methoxynaphthalen-1-yl)-7-methylpyrido[3,2-d]pyrimidin-2-yl-2,6-diazaspiro[3.4]octane-2-carboxylate